Cl.COC1=CC=C(C=C1)C[C@@H](C(=O)OCC(F)(F)F)NC 2,2,2-Trifluoroethyl (S)-3-(4-methoxyphenyl)-2-(methylamino)propanoate hydrochloride